1-(6-chlorobenzo[b]thiophen-2-yl)-2-(naphthalen-2-yl)prop-2-en-1-one ClC=1C=CC2=C(SC(=C2)C(C(=C)C2=CC3=CC=CC=C3C=C2)=O)C1